OCCN(CCO)C(CO)(CO)CO bis-(2-hydroxyethyl)amino-tris(hydroxymethyl)methane